3'-(propane-2,2-diylbis(sulfanediyl))dipropionaldehyde CC(C)(SCCC=O)SCCC=O